FC(C=1C=C(C=C(C1)C(F)(F)F)N1S(C2=C(C3=C1C=C(C=C3)C(=O)OC)N=C(N=C2)NC2=CC=C(C=C2)N2CCN(CC2)C)(=O)=O)(F)F methyl 6-[3,5-bis(trifluoromethyl)phenyl]-2-{[4-(4-methylpiperazin-1-yl)phenyl]amino}-6H-pyrimido[5,4-c][2,1]benzothiazine-8-carboxylate 5,5-dioxide